[Br-].C(C(=C)C)(=O)NCCC[N+](CCCCCCCCCCCCCCCCCC)(C)C N-methacrylamidopropyl-N,N-dimethyl-N-octadecyl-ammonium bromide